COC(C(C(=O)N(C1=CC=CC=C1)CC)(C)O)=O 3-(Ethyl-(phenyl)amino)-2-hydroxy-2-methyl-3-oxopropanoic acid methyl ester